4-[4-(4-fluorophenyl)-5-pyridin-4-yl-1,3-dihydro-imidazole-2-ylidene]cyclohexan-2,5-diene-1-one FC1=CC=C(C=C1)C=1NC(NC1C1=CC=NC=C1)=C1C=CC(C=C1)=O